C(C)C=1C=C(C(=O)O)C=C(C1OC)F 3-ethyl-5-fluoro-4-methoxybenzoic acid